C(C)(C)(C)OC(NC1=CC(=CC=C1)SC1CCC1)=O (3-(cyclobutylthio)phenyl)carbamic acid tert-butyl ester